Methyl 6-(5-iodopentoxy)pyridine-2-carboxylate ICCCCCOC1=CC=CC(=N1)C(=O)OC